N=1C(C=C2C1C=CC=C2)=[Se] benzazoleselon